1-(4-amino-trans-cyclohexyl)-3-(4-hexyloxy)benzyl-1-(2-methoxybenzyl)urea N[C@@H]1CC[C@H](CC1)C1(CN(C(=O)N)CC2=C(C=CC=C2)OC)CC(=CC=C1)OC(CCC)CC